C[C@H]1[C@@H](C[C@H]([C@@H](O1)O[C@H](C)CCCCCCCCCCCC[C@H](CC(=O)O)O)O)O The molecule is an (omega-1)-hydroxy fatty acid ascaroside that is ascr#30 in which the pro-R hydrogen that is beta to the carboxy group is replaced by a hydroxy group. It is a metabolite of the nematode Caenorhabditis elegans. It has a role as a Caenorhabditis elegans metabolite. It is an (omega-1)-hydroxy fatty acid ascaroside, a 3-hydroxy carboxylic acid and a monocarboxylic acid. It derives from an ascr#30 and a (3R,16R)-3,16-dihydroxymargaric acid. It is a conjugate acid of a bhas#30(1-).